adipate HCL Cl.C(CCCCC(=O)O)(=O)O